NC=1C=C(OC2=CC=C(C=C2)CC2=CC=C(C=C2)OC2=CC(=CC=C2)N)C=CC1 bis[4-(3-aminophenoxy)phenyl]methane